4-(5-(4-methoxy-3-propoxyphenyl)pyridin-3-yl)-1,2-oxaborol-2-ol COC1=C(C=C(C=C1)C=1C=C(C=NC1)C=1CB(OC1)O)OCCC